BrC1=C2CC(CC2=CC=C1OCC1N(CCC1)C(=O)OC(C)(C)C)CO tert-butyl 2-[[4-bromo-2-(hydroxymethyl)indan-5-yl]oxymethyl]pyrrolidine-1-carboxylate